1-ethyl-3-methyl-imidazolium Tetracyanoborate C(#N)[B-](C#N)(C#N)C#N.C(C)N1C=[N+](C=C1)C